CC1=NOC(=C1S(=O)(=O)N1CCOCC1)C 4-(3,5-dimethylisoxazol-4-yl)sulfonylmorpholin